FC1=C(C(=CC=C1)C#CC1=CC=CC=C1)C(\C=C\C1=CC=CC=C1)=O (E)-1-(2-fluoro-6-(phenylethynyl)phenyl)-3-phenylpropan-2-en-1-one